4-[4-cyano-2-({[(2'R,4S)-6-(2-pyridylcarbamoyl)-2,3-dihydrospiro[chromen-4,1'-cyclopropane]-2'-yl]carbonyl}amino)phenyl]butanoic acid C(#N)C1=CC(=C(C=C1)CCCC(=O)O)NC(=O)[C@H]1[C@]2(C1)CCOC1=CC=C(C=C12)C(NC1=NC=CC=C1)=O